sodium 1-allyloxy-2-hydroxypropyl-sulfonate C(C=C)OC(C(C)O)S(=O)(=O)[O-].[Na+]